(±)-cis-Ethyl 2-(pyridin-2-yl)cyclopropanecarboxylate N1=C(C=CC=C1)[C@@H]1[C@@H](C1)C(=O)OCC |r|